5'-chloro-4-(3-chloroanilino)-2'-[(2R)-2-methyl-3-{[(5R)-5-methyl-5,6,7,8-tetrahydroquinolin-4-yl]oxy}propyl]-2',3'-dihydrospiro[cyclohexane-1,1'-indene]-4-carboxylic acid ClC=1C=C2CC(C3(C2=CC1)CCC(CC3)(C(=O)O)NC3=CC(=CC=C3)Cl)C[C@H](COC3=CC=NC=1CCC[C@H](C31)C)C